4-hydroxy-5-chlorobenzaldehyde OC1=CC=C(C=O)C=C1Cl